trans-[4-[(5-fluoro-2-methyl-3-pyridyl)methyl]cyclohexyl]-[(3S)-3-(4-fluorophenyl)isoxazolidin-2-yl]methanone FC=1C=C(C(=NC1)C)C[C@@H]1CC[C@H](CC1)C(=O)N1OCC[C@H]1C1=CC=C(C=C1)F